[2-{4-(trifluoromethyl)phenoxy}quinolin-4-yl]methylamine FC(C1=CC=C(OC2=NC3=CC=CC=C3C(=C2)CN)C=C1)(F)F